COC1=C(C#N)C=C(C=N1)B1OC(C(O1)(C)C)(C)C 2-methoxy-5-(4,4,5,5-tetramethyl-1,3,2-dioxaborolan-2-yl)nicotinonitrile